N4-(5-fluoro-2-methoxy-4-(4-(4-methylpiperazin-1-yl)piperidin-1-yl)phenyl)-N6-(2-(2-fluorophenyl)pyridin-4-yl)pyrimidine-4,6-diamine FC=1C(=CC(=C(C1)NC1=NC=NC(=C1)NC1=CC(=NC=C1)C1=C(C=CC=C1)F)OC)N1CCC(CC1)N1CCN(CC1)C